cis-N-Boc-1,4-cyclohexanediamine C(=O)(OC(C)(C)C)N[C@@H]1CC[C@@H](CC1)N